10-undecenoyloxybenzenesulfonate C(CCCCCCCCC=C)(=O)OC1=C(C=CC=C1)S(=O)(=O)[O-]